4-[4-(3-Cyano-4-[[2-(pyridin-2-yl)propan-2-yl]oxy]pyrazolo[1,5-a]pyridin-6-yl)-5-methylpyrazol-1-yl]piperidine-1-carbonitrile C(#N)C=1C=NN2C1C(=CC(=C2)C=2C=NN(C2C)C2CCN(CC2)C#N)OC(C)(C)C2=NC=CC=C2